(1S,1aS,6aR)-4-((3-hydroxy-3-(2-(trifluoromethyl)phenyl)-2,3-dihydro-1H-inden-5-yl)methoxy)-1,1a,6,6a-tetrahydrocyclopropa[a]indene-1-carboxylic acid OC1(CCC2=CC=C(C=C12)COC1=CC=2C[C@@H]3[C@H](C2C=C1)[C@H]3C(=O)O)C3=C(C=CC=C3)C(F)(F)F